ClC1=NC(=NC(=C1C)N1CCC(CC1)OC=1C=NC(=C(C1)F)OC)CO (4-chloro-6-(4-((5-fluoro-6-methoxypyridin-3-yl)oxy)piperidin-1-yl)-5-methylpyrimidin-2-yl)methanol